3-(7-Methyl-quinolin-2-yl)-1-pyridin-4-yl-propen CC1=CC=C2C=CC(=NC2=C1)CC=CC1=CC=NC=C1